FCCCCCCCCC(COC(CCCCCCCN(CCCCCCC(C(=O)OCCCCCCCCC)C)CCO)=O)CCCCCC nonyl 8-((8-((10-fluoro-2-hexyldecyl)oxy)-8-oxooctyl)(2-hydroxyethyl)amino)-2-methyloctanoate